O1CC(CC1)CN1C=NC2=C1C=CC(=C2)C#N 1-((tetrahydrofuran-3-yl)methyl)-1H-benzo[d]Imidazole-5-carbonitrile